tert-Butyl 2-(3-(tert-butyl)phenyl)-2-hydroxy-8-azaspiro[4.5]decane-8-carboxylate C(C)(C)(C)C=1C=C(C=CC1)C1(CC2(CC1)CCN(CC2)C(=O)OC(C)(C)C)O